(4'-(dimethylamino)-3',4'-dihydro-2'H-spiro[cyclopropane-1,1'-naphthalene]-7'-yl)boronic acid CN(C1CCC2(C3=CC(=CC=C13)B(O)O)CC2)C